2,2-bis[3,5-bis(hydroxymethyl)-4-hydroxyphenyl]propane α-Ketoglutarat O=C(C(=O)O)CCC(=O)O.OCC=1C=C(C=C(C1O)CO)C(C)(C)C1=CC(=C(C(=C1)CO)O)CO